C(CC[NH+]=C(N)N)C[NH3+] The molecule is the dication resulting from deprotonation of the amino and guanidino groups of agmatine; major species at pH 7.3. It has a role as a human metabolite. It is a conjugate acid of an agmatine.